propylenglycol diacetate C(C)(=O)OCC(C)OC(C)=O